6-(1-acryloyl-azacyclohexan-4-yl)-N4-(3-chloro-4-fluorophenyl)-7-methoxyquinazoline-4,6-diamine C(C=C)(=O)N1CCC(CC1)C1(CC=2C(=NC=NC2C=C1OC)NC1=CC(=C(C=C1)F)Cl)N